1-(1,2,8,8-tetramethyl-1,2,3,4,5,6,7,8-octahydronaphthalen-2-yl)ethanone CC1C(CCC=2CCCC(C12)(C)C)(C)C(C)=O